C(#N)C=1C=NN2C1C(=CC(=C2)OCC(C)(C)O)C=2C=CC(=NC2)N2CCC(CC2)(C)NC(=O)C=2N(C(=CC(C2)=O)C)C N-(1-(5-(3-cyano-6-(2-hydroxy-2-methylpropoxy)pyrazolo[1,5-a]pyridin-4-yl)pyridin-2-yl)-4-methylpiperidin-4-yl)-1,6-dimethyl-4-oxo-1,4-dihydropyridine-2-carboxamide